2-[(3R)-pyrrolidin-3-yl]propan-2-ol N1C[C@@H](CC1)C(C)(C)O